ClC1=C(C=CC=C1)C(OC=1C(=NC(=NC1)C(=O)N[C@H](C)\C=C\S(=O)(=O)C)C)C1CC1 5-((2-chlorophenyl)(cyclopropyl)methoxy)-4-methyl-N-((R,E)-4-(methylsulfonyl)but-3-en-2-yl)pyrimidine-2-carboxamide